FC(C(=O)N[C@H]1[C@@H](N(C(C1)=O)C=1C=C2C=NN(C2=CC1)C1=CC=C(C=C1)F)C1=CC(=C(C=C1)F)OC)(C)F 2,2-difluoro-N-[(2S,3R)-2-(4-fluoro-3-methoxy-phenyl)-1-[1-(4-fluorophenyl)indazol-5-yl]-5-oxo-pyrrolidin-3-yl]propanamide